FC=1C=C(C=O)C=CC1F 3,4-difluoro-benzaldehyde